3-(3-aminopropylamino)propyltriethoxysilane NCCCNCCC[Si](OCC)(OCC)OCC